C(O[C@@H](CNC(C)(C)C)COC1=NSN=C1N1CCOCC1)(OCC(CC#C)CC#C)=O (S)-1-(tert-Butylamino)-3-((4-morpholino-1,2,5-thiadiazol-3-yl)oxy)propan-2-yl (2-(prop-2-yn-1-yl)pent-4-yn-1-yl) carbonate